C(C)OC(C1=C(C(=C(C=C1C)O)C=O)O)=O.OC(CN1C(CC(C1)COC1=CC=C(C=C1)S(=O)(=O)C)C)C=1C=CC=CC1 5-(1-hydroxy-2-{4-[(4-methanesulfonylphenoxy)methyl]-2-methylpyrrolidin-1-yl}ethyl)benzene ethyl-3-formyl-2,4-dihydroxy-6-methylbenzoate